(Z)-3-Hexen CC\C=C/CC